Tert-Butyl 2-(2-hydroxy-2-(2-methylthiazol-5-yl)acetyl)hydrazine-1-carboxylate OC(C(=O)NNC(=O)OC(C)(C)C)C1=CN=C(S1)C